(R)-3-methyltetrahydrofuran C[C@H]1COCC1